4-(2-methyl-2-propanyl)cyclohexanol tert-Butyl-4-[(2,6-dichloro-4-pyridyl)-difluoro-methyl]piperidine-1-carboxylate C(C)(C)(C)C1N(CCC(C1)C(F)(F)C1=CC(=NC(=C1)Cl)Cl)C(=O)OC1CCC(CC1)C(C)(C)C